FC1=C(C(=CC(=C1)CN[C@@H]1CN(CCC1)S(=O)(=O)C)O)N1CC(NS1(=O)=O)=O 5-[2-fluoro-6-hydroxy-4-[[[(3S)-1-methylsulfonyl-3-piperidinyl]amino]methyl]phenyl]-1,1-dioxo-1,2,5-thiadiazolidin-3-one